C(C)C([O-])C.C(C)C([O-])C.C(C)C([O-])C.C(C)C([O-])C.[Ti+4] titanium tetra(monoethyl-ethoxide)